ClC=1C=C(C=CC1F)NC(N(C1COCC=2NC(C=3C=CC=CC3C21)=O)CC(C)C)=O 3-(3-chloro-4-fluorophenyl)-1-isobutyl-1-(6-oxo-1,4,5,6-tetrahydro-2H-pyrano[3,4-c]isoquinolin-1-yl)urea